(2R)-2-(3-fluoro-2-methoxy-5-(2-methyltetrahydro-2H-pyran-2-yl)phenyl)-2-((R)-3-(methyl(5-(5,6,7,8-tetrahydro-1,8-naphthyridin-2-yl)pentyl)amino)pyrrolidin-1-yl)acetic acid FC=1C(=C(C=C(C1)C1(OCCCC1)C)[C@H](C(=O)O)N1C[C@@H](CC1)N(CCCCCC1=NC=2NCCCC2C=C1)C)OC